1-(2-(dimethylamino)ethyl)-1H-benzo[d]imidazole CN(CCN1C=NC2=C1C=CC=C2)C